N-(4-((5-methyl-6-cyanopyridin-3-yl)oxy)cyclohexyl)acetamide CC=1C=C(C=NC1C#N)OC1CCC(CC1)NC(C)=O